5-(1-((S)-1,1-difluoropropan-2-yl)-1H-benzo[d][1,2,3]triazol-6-yl)-N-((3R,4S)-3-fluoro-1-(oxetan-3-yl)piperidin-4-yl)-4-methoxypyrrolo[2,1-f][1,2,4]triazin-2-amine FC([C@H](C)N1N=NC2=C1C=C(C=C2)C=2C=CN1N=C(N=C(C12)OC)N[C@@H]1[C@@H](CN(CC1)C1COC1)F)F